[Si](C1=CC=CC=C1)(C1=CC=CC=C1)(C(C)(C)C)OC[C@]1(SC([C@H]2[C@@H]1OC(O2)(C)C)O)C (3aR,6R,6aS)-6-(((tert-butyldiphenylsilyl)oxy)methyl)-2,2,6-trimethyltetrahydrothieno[3,4-d][1,3]dioxol-4-ol